BrC=1C=C(C=NC1NC(COC1=CC=CC=C1)=O)NC(C)=O N-[5-bromo-6-[[2-phenoxyacetyl]amino]pyridin-3-yl]acetamide